CC1=C(C(=O)NC=2C=NC(=CC2)N2CCCC2)C=C(C=C1)C(=O)N1CCC(CC1)C1=CC=NC=C1 2-methyl-5-(4-(pyridin-4-yl)piperidine-1-carbonyl)-N-(6-(pyrrolidin-1-yl)pyridin-3-yl)benzamide